2-methyl-N-((R)-1-(2-(1-methyl-1H-pyrazol-4-yl)quinolin-4-yl)ethyl)-5-(((R)-1-methylpyrrolidin-2-yl)methoxy)benzamide CC1=C(C(=O)N[C@H](C)C2=CC(=NC3=CC=CC=C23)C=2C=NN(C2)C)C=C(C=C1)OC[C@@H]1N(CCC1)C